C(C)(=O)OC[C@H]1O[C@H]([C@@H]([C@@H]1OC(C)=O)OC(C)=O)N1C2=NC(=NC(=C2N=C1)Cl)Cl [(2R,3R,4R,5R)-3,4-diacetoxy-5-(2,6-dichloropurin-9-yl)tetrahydrofuran-2-yl]methyl acetate